C(\C=C\C=CCCCCCCC)=O (2E)-2,4-dodecadienal